CN1C(=CC=2C1=CN=C(C2F)Cl)C(=O)O.C(=O)NCC(=O)O N-formyl-glycine methyl-5-chloro-4-fluoro-1H-pyrrolo[2,3-c]pyridine-2-carboxylate